6-[3-(1,3-Benzothiazol-2-ylamino)-4-methyl-6,7-dihydro-5H-pyrido[2,3-c]pyridazin-8-yl]-3-[1-[[3,5-dimethyl-7-(2-piperazin-1-ylethoxy)-1-adamantyl]methyl]-5-methyl-pyrazol-4-yl]pyridin S1C(=NC2=C1C=CC=C2)NC2=C(C1=C(N=N2)N(CCC1)C1=CC=C(C=N1)C=1C=NN(C1C)CC12CC3(CC(CC(C1)(C3)OCCN3CCNCC3)(C2)C)C)C